2-((6aR,8R)-8-((5-(Chloromethyl)-3-fluoropyridin-2-yl)oxy)-6a-(difluoromethyl)-5,6,6a,7,8,9-hexahydropyrrolo[1',2':4,5]pyrazino[2,3-c]pyridazin-2-yl)-6-fluorophenol ClCC=1C=C(C(=NC1)O[C@@H]1C[C@]2(N(C=3C(=NN=C(C3)C3=C(C(=CC=C3)F)O)NC2)C1)C(F)F)F